4-(2-Amino-5-(2-fluoro-6-methoxyphenyl)-4-oxo-4,7-dihydro-3H-pyrrolo[2,3-d]pyrimidin-6-yl)-N,N-dimethylbenzenesulfonamide NC=1NC(C2=C(N1)NC(=C2C2=C(C=CC=C2OC)F)C2=CC=C(C=C2)S(=O)(=O)N(C)C)=O